BrC1=CC=C(C=C1)NS(=O)(=O)C=1C=C(C=CC1CCO)NC(=O)C=1OC=CN1 N-(3-(N-(4-bromophenyl)sulfamoyl)-4-(2-hydroxyethyl)phenyl)oxazole-2-carboxamide